tetradecenyl pentoxymethyl ether C(CCCC)OCOC=CCCCCCCCCCCCC